2-(7-fluoro-2-(4-(3-methyl-[1,2,4]triazolo[4,3-b]pyridazin-6-yl)piperazin-1-yl)quinolin-3-yl)pyrrolidine-1-carboxylic acid tert-butyl ester C(C)(C)(C)OC(=O)N1C(CCC1)C=1C(=NC2=CC(=CC=C2C1)F)N1CCN(CC1)C=1C=CC=2N(N1)C(=NN2)C